C1(=CC=CC2=CC=CC=C12)C1=C(C=CC=C1)N(C=1C2(C3=CC4=CC=CC=C4C3=CC1)C=CC=C1C3=CC=CC=C3C=C12)C1=C(C=CC=C1)C1=CC=CC=2OC3=C(C21)C=CC=C3 (naphthylphenyl)(dibenzofuranylphenyl)(spirobifluorenyl)amine